alanyl-N-methylhistidine N[C@@H](C)C(=O)N([C@@H](CC1=CNC=N1)C(=O)O)C